dicarboxybipyridine C(=O)(O)C1=C(C(=NC=C1)C1=NC=CC=C1)C(=O)O